9,9'-(2-(3,6-dimethyl-9H-carbazol-9-yl)-4,6-bis(4,6-diphenylpyrimidin-2-yl)-1,3-phenylene)bis(3-phenyl-9H-carbazole) CC=1C=CC=2N(C3=CC=C(C=C3C2C1)C)C1=C(C(=CC(=C1N1C2=CC=CC=C2C=2C=C(C=CC12)C1=CC=CC=C1)C1=NC(=CC(=N1)C1=CC=CC=C1)C1=CC=CC=C1)C1=NC(=CC(=N1)C1=CC=CC=C1)C1=CC=CC=C1)N1C2=CC=CC=C2C=2C=C(C=CC12)C1=CC=CC=C1